2-[6-(trifluoromethoxy)quinazolin-4-yl]-2,7-diazaspiro[3.5]nonane-7-carboxylic acid tert-butyl ester C(C)(C)(C)OC(=O)N1CCC2(CN(C2)C2=NC=NC3=CC=C(C=C23)OC(F)(F)F)CC1